3-(5-hydroxypyridin-3-yl)-2-[4-(4-methyl-1,2,4-triazol-3-yl)piperidin-1-yl]-6-(1-methylpyrazol-3-yl)benzonitrile OC=1C=C(C=NC1)C=1C(=C(C#N)C(=CC1)C1=NN(C=C1)C)N1CCC(CC1)C1=NN=CN1C